CS(=O)(=O)OC(CC=C)C1=NC=C(C=C1)Br 1-(5-bromopyridin-2-yl)but-3-en-1-yl methanesulfonate